FC=1C(=C(C=O)C=C(C1)C(=O)N1CCC2(CC1)C(NC1=CC(=CC=C12)N1CCCC1)=O)O 3-fluoro-2-hydroxy-5-(2-oxo-6-(pyrrolidin-1-yl)spiro[indoline-3,4'-piperidine]-1'-carbonyl)benzaldehyde